C(O)CO methylol(carbinol)